tetraglycidyl-2,6-bis(3-aminophenoxy)benzonitrile C(C1CO1)C1(CC(C(C(C#N)=C1OC1=CC(=CC=C1)N)OC1=CC(=CC=C1)N)(CC1CO1)CC1CO1)CC1CO1